O[C@@H]1C[C@H](O[C@H]1CO)N1C(NC(C(=C1)C)=O)=O 1-((2S,4R,5S)-4-hydroxy-5-(hydroxymethyl)tetrahydrofuran-2-yl)-5-methylpyrimidine-2,4(1H,3H)-dione